N1=CC=C(C2=CC=CC=C12)C1=CC=C(S1)SC(C(=O)OCC)(C)C ethyl 2-(5-(quinolin-4-yl) thiophen-2-ylsulfanyl)-2-methylpropionate